CC1=C(C=CC=C1)C=1N=C2NS(C3=CC=CC(C(N4CC5=CC=CC=C5[C@H](OC(C1)=N2)[C@H]4CC(C)C)=O)=C3)(=O)=O (16S,24R)-12-(2-Methylphenyl)-24-(2-methylpropyl)-15-oxa-8λ6-thia-1,9,11,25-tetraazapentacyclo[14.7.1.13,7.110,14.017,22]hexacosa-3(26),4,6,10,12,14(25),17,19,21-nonaene-2,8,8-trione